(2S,3S)-N-((S)-1-(4-(5-(2-cyclopentylethyl)-1,2,4-oxadiazol-3-yl)phenyl)ethyl)-3-hydroxypyrrolidine-2-carboxamide C1(CCCC1)CCC1=NC(=NO1)C1=CC=C(C=C1)[C@H](C)NC(=O)[C@H]1NCC[C@@H]1O